N-(7-methoxy-4-methyl-2-oxo-1H-quinolin-6-yl)-2-morpholino-5,7-dihydrofuro[3,4-b]pyridine-3-carboxamide COC1=C(C=C2C(=CC(NC2=C1)=O)C)NC(=O)C=1C=C2C(=NC1N1CCOCC1)COC2